chloroacrylporphyrin ClC=CC(=O)C1=C2NC(=C1)C=C1C=CC(=N1)C=C1C=CC(N1)=CC=1C=CC(N1)=C2